ClC=1C=C(C(=NC1)OC)S(=O)(=O)NC1=CC(=C(C=C1)F)C1=NC=2C=NC(=NC2N(C1=O)C)SC 5-chloro-N-(4-fluoro-3-(8-methyl-2-(methylthio)-7-oxo-7,8-dihydropteridin-6-yl)phenyl)-2-methoxypyridine-3-sulfonamide